C1(=CC=C(C=C1)CCC[AlH2])C p-tolyln-propylaluminum hydride